O=C1NC(CCC1C1=CC=C(OCC(=O)N2CCN(CC2)C(=O)OC(C)(C)C)C=C1)=O Tert-butyl 4-(2-(4-(2,6-dioxopiperidin-3-yl)phenoxy)acetyl)piperazine-1-carboxylate